C1(CC1)C(CN1N=CC2=NC=C(C=C21)C2=CC(=C(C=C2)F)C(F)F)=O cyclopropyl-2-[6-[3-(difluoromethyl)-4-fluoro-phenyl]pyrazolo[4,3-b]pyridin-1-yl]ethanone